FC1=C(C(=O)NCC23CCC(CC2)(CC3)C3=NC(=NO3)C=3N=NC(=CC3)N3CCNCC3)C=C(C(=C1F)OCC1=CC=C(C=C1)OC)F 2,3,5-trifluoro-4-[(4-methoxyphenyl)methoxy]-N-[(4-{3-[6-(piperazin-1-yl)pyridazin-3-yl]-1,2,4-oxadiazol-5-yl}bicyclo[2.2.2]octan-1-yl)methyl]benzamide